2-(3-Chlorobicyclo[1.1.1]pentan-1-yl)-5,5-dimethylcyclohex-1-ene-1-carbonitrile ClC12CC(C1)(C2)C2=C(CC(CC2)(C)C)C#N